FC1=CC(=C(C=C1)C1=CC=CC=C1)C=1OC=NN1 4'-fluoro-2'-(1,3,4-oxadiazol-2-yl)-[1,1'-biphenyl]